Formaldehyde-2,4-dinitrophenylhydrazone [N+](=O)([O-])C1=C(C=CC(=C1)[N+](=O)[O-])NN=C